1-Ethyl-4-(6-methyl-5-nitropyridin-2-yl)-1H-1,2,3-triazole-5-carboxylic acid C(C)N1N=NC(=C1C(=O)O)C1=NC(=C(C=C1)[N+](=O)[O-])C